FC=1C=CC(=C(OC2CCC(CC2)O)C1)NC=1C2=C(N=CN1)C=CN2C 4-[5-fluoro-2-[(5-methylpyrrolo[3,2-d]pyrimidin-4-yl)amino]phenoxy]cyclohexanol